methyl-3-trimethylsilyl-6α-ethyl-4β-fluoro-7α-hydroxyl-5β-cholan-2-ene-24-oate COC(CC[C@@H](C)[C@H]1CC[C@H]2[C@@H]3[C@@H]([C@@H]([C@@H]4[C@H](C(=CC[C@]4(C)[C@H]3CC[C@]12C)[Si](C)(C)C)F)CC)O)=O